[NH+]1=CC=CC=C1.S1C(=CC=C1)C(C(=O)[O-])C=1SC=CC1 dithiophenylacetate pyridinium